CC1=NC=CC=C1O 2-methyl-3-hydroxypyridine